O1P(OCCC1)CN 1,3,2-dioxaphosphorinan-2-methylamine